chlorodimethyl-(1-methyl-2-propen-1-yl)silane tert-butyl-2-[[5-chloro-3-[[2-(2,6-dioxo-3-piperidyl)-1-oxo-isoindolin-5-yl]methylcarbamoylamino]-2-fluoro-phenoxy]methyl]prop-2-enoate C(C)(C)(C)OC(C(=C)COC1=C(C(=CC(=C1)Cl)NC(NCC=1C=C2CN(C(C2=CC1)=O)C1C(NC(CC1)=O)=O)=O)F)=O.Cl[Si](C(C=C)C)(C)C